1-dodecyl-3-methylimidazole arginine salt N[C@@H](CCCNC(N)=N)C(=O)O.C(CCCCCCCCCCC)N1CN(C=C1)C